(1r,4r)-4-(2-(cyclopentylamino)-8-(2,6-dichloro-4-(trifluoromethyl)phenylamino)-9H-purin-9-yl)-1-methylcyclohexanecarboxamide C1(CCCC1)NC1=NC=C2N=C(N(C2=N1)C1CCC(CC1)(C(=O)N)C)NC1=C(C=C(C=C1Cl)C(F)(F)F)Cl